O-(7-azabenzotriazol-1-yl)-N,N,N',N'-tetramethyluronium tetrafluoroborate F[B-](F)(F)F.N1(N=NC2=C1N=CC=C2)OC(=[N+](C)C)N(C)C